3-(3-cyclopropylacryloyl)benzonitrile C1(CC1)C=CC(=O)C=1C=C(C#N)C=CC1